N1=C(C=NC2=CC=CC=C12)C=1C=NN(C1)CCCCC=O 5-(4-(quinoxalin-2-yl)-1H-pyrazol-1-yl)pentanal